2-butyl-4-(4-methylpiperazin-1-yl)-6-(1H-pyrazol-1-yl)-1,3,5-triazine C(CCC)C1=NC(=NC(=N1)N1CCN(CC1)C)N1N=CC=C1